[Na+].P(=O)([O-])([O-])OC[C@@H]1[C@H]([C@H]([C@@H](O1)N1C(=NC=2C(N)=NC=NC12)Br)O)O.[Na+] 8-bromoadenosine monophosphate sodium salt